ClC1=CC=C(C=C1)[C@@H](C)NC([C@@H]1N(CCC1)C(=O)[C@H]1NCCN(C1)S(=O)(=O)N1CC(C1)C#N)=O N-((1R)-1-(4-chlorophenyl)ethyl)-1-(((2S)-4-((3-cyano-1-azetidinyl)sulfonyl)-2-piperazinyl)carbonyl)-D-prolinamide